N,N-dimethyl-4-(5-(piperidin-1-ylmethyl)-5,6-dihydro-1,4,2-dioxazin-3-yl)bicyclo[2.2.2]octan-1-amine CN(C12CCC(CC1)(CC2)C2=NOCC(O2)CN2CCCCC2)C